E-Glutamic acid monosodium salt monohydrate O.[Na+].N[C@@H](CCC(=O)O)C(=O)[O-]